5-chloro-2-(isobutyryl-oxy)-3-((1-(4-(isobutyryloxy)phenyl)-4-methoxy-3-oxobutan-2-ylimino)methyl)phenyl nicotinate C(C1=CN=CC=C1)(=O)OC1=C(C(=CC(=C1)Cl)C=NC(CC1=CC=C(C=C1)OC(C(C)C)=O)C(COC)=O)OC(C(C)C)=O